[4-amino-2-(3-fluoroanilino)-1,3-thiazol-5-yl]{phenyl}methanone NC=1N=C(SC1C(=O)C1=CC=CC=C1)NC1=CC(=CC=C1)F